CC=1N(CC[C@H](N1)C(=O)O)C (S)-2-methyl-1,4,5,6-tetrahydromethylpyrimidine-4-carboxylic acid